(E)-2-(((2-(2-oxa-6-azaspiro[3.3]-heptan-6-yl)benzo-[d]oxazol-6-yl)-oxy)methyl)-3-fluoroprop-2-en-1-amine 4-methyl-benzenesulfonate CC1=CC=C(C=C1)S(=O)(=O)O.C1OCC12CN(C2)C=2OC1=C(N2)C=CC(=C1)OC\C(\CN)=C\F